N-((E)-N'-((Z)-(3-(4-chlorophenyl)-4-phenyl-1H-pyrazol-1-yl)(((4-(trifluoromethyl)phenyl)sulfonyl)imino)methyl)carbamoyl)acetamide ClC1=CC=C(C=C1)C1=NN(C=C1C1=CC=CC=C1)\C(\NC(=O)NC(C)=O)=N/S(=O)(=O)C1=CC=C(C=C1)C(F)(F)F